ClCC1=C(C=CN1COCC[Si](C)(C)C)C#C[Si](C(C)C)(C(C)C)C(C)C 5-(chloromethyl)-4-((triisopropylsilyl)ethynyl)-1-((2-(trimethylsilyl)ethoxy)methyl)-1H-pyrrole